ClC1=CC=C(C=C1)C(CS(=O)(C)C)=O 1-(4-chlorophenyl)-2-(dimethyl-(oxo)-lambda6-sulfanyl)ethan-1-one